C(C=C)N1N(C2=NC(=NC=C2C1=O)NC1=CC=C2C(CNCC2=C1)(C)C)C1=NC(=CC=C1)C(C)(C)O 2-allyl-6-((4,4-dimethyl-1,2,3,4-tetrahydroisoquinolin-7-yl)amino)-1-(6-(2-hydroxypropan-2-yl)pyridin-2-yl)-1H-pyrazolo[3,4-d]pyrimidin-3(2H)-one